3-[7-(4-oxocyclohexyl)-2,3-dihydro-1,4-benzoxazin-4-yl]piperidine-2,6-dione O=C1CCC(CC1)C1=CC2=C(N(CCO2)C2C(NC(CC2)=O)=O)C=C1